FC1=C2[C@H](N(C(C2=CC=C1C1=NC=CC(=C1)CN1CC(C1)O)=O)[C@@H]1C(NC(CC1)=O)=O)C (S)-3-((R)-4-fluoro-5-(4-((3-hydroxyazetidin-1-yl)methyl)pyridin-2-yl)-3-methyl-1-oxoisoindolin-2-yl)piperidine-2,6-dione